5-chloro-6-difluoromethyl-N-(4-(4-methylphenoxy)benzyl)pyrimidine-4-amine ClC=1C(=NC=NC1C(F)F)NCC1=CC=C(C=C1)OC1=CC=C(C=C1)C